O=C1C2=C(N=C(N1)[C@H]1[C@@H](CC1)C=1C=NC=NC1)N(N=C2C#N)[C@@H](C)C=2C=NC(=CC2)C(F)(F)F 4-oxo-6-((1R,2R)-2-(pyrimidin-5-yl)cyclobutyl)-1-((S)-1-(6-(trifluoromethyl)pyridin-3-yl)ethyl)-4,5-dihydro-1H-pyrazolo[3,4-d]pyrimidine-3-carbonitrile